(S)-1-(2-chloroacetyl)-7-(4-fluorobenzyl)-2-methyl-N-((1-methylpiperidin-4-yl)methyl)-2,3-dihydro-1H-pyrido[2,3-b][1,4]oxazine-6-carboxamide ClCC(=O)N1C2=C(OC[C@@H]1C)N=C(C(=C2)CC2=CC=C(C=C2)F)C(=O)NCC2CCN(CC2)C